C(#N)C1=C(OC=2C(=C3C(N(C=NC3=CC2)C=2C=NC(=NC2)N2CCN(CC2)C(=O)OC(C)(C)C)=O)[N+](=O)[O-])C(=CC=C1F)F tert-butyl 4-[5-[6-(2-cyano-3,6-difluoro-phenoxy)-5-nitro-4-oxo-quinazolin-3-yl]pyrimidin-2-yl]piperazine-1-carboxylate